N-(1-(4,4-difluorocyclohexyl)-6-oxo-1,6-dihydropyridin-3-yl)-4-iodo-2-(6-azaspiro[2.5]octane-6-yl)benzamide FC1(CCC(CC1)N1C=C(C=CC1=O)NC(C1=C(C=C(C=C1)I)N1CCC2(CC2)CC1)=O)F